1-(7-((benzyloxy)methyl)-6-oxo-6,7-dihydro-1H-purin-2-yl)-1H-pyrazole-4-carboxylic acid ethyl ester C(C)OC(=O)C=1C=NN(C1)C=1NC(C=2N(C=NC2N1)COCC1=CC=CC=C1)=O